C(C)SC=1OC2=C(C=C(C=C2C(C1C)=O)C)[C@@H](C)NC=1C=NC(=CC1)C(F)(F)F 2-Ethylsulfanyl-3,6-dimethyl-8-[(1R)-1-[[6-(trifluoromethyl)-3-pyridyl]amino]ethyl]chromen-4-one